NC1=NC=NC2=C1N=C(N=C2)C=2C=C(C=CC2C)C#C[C@]2(C(N(CC2)C)=O)O (R)-3-((3-(8-aminopyrimidino[5,4-d]pyrimidin-2-yl)-4-methylphenyl)ethynyl)-3-hydroxy-1-methylpyrrolidin-2-one